N1(CCNCCCNCCNCCC1)CC1=CC=C(C=C1)CN1CCNCCCNCCNCCC1 1,4-Bis[(1,4,8,11-tetraazacyclotetradecan-1-yl)methyl]benzene